diethylamino-2,3-epoxy-propane C(C)N(CC)CC1CO1